C12=CC=3C(CC3C=C2C(C1)=O)=O Tricyclo[6.2.0.03,6]dec-1,3(6),7-triene-4,9-dione